FC([C@@H](NC)C=1C=CC(=NC1)N)(F)F 5-((S)-2,2,2-trifluoro-1-(methylamino)ethyl)pyridin-2-amine